C(#N)C1=CC=C(OC(C(=O)NC=2NC3=CC(=C(C=C3C2)OC)OC)C2=CC=C(C=C2)S(=O)(=O)CC)C=C1 2-(4-Cyano-phenoxy)-N-(5,6-dimethoxy-1H-indol-2-yl)-2-(4-ethanesulfonyl-phenyl)-acetamide